3-tetradecyl-imidazole bromide salt [Br-].C(CCCCCCCCCCCCC)N1C=NC=C1